N1(CCC1)C1=CC=C(C=C1)[C@]12[C@](C=3C(=NC(=CC3O1)OC)OC)([C@@H]([C@@H]([C@H]2C2=CC=CC=C2)CN(C)C)O)O (5ar,6s,7s,8r,8as)-5a-(4-(azetidin-1-yl)phenyl)-7-((dimethylamino)methyl)-1,3-dimethoxy-6-phenyl-5a,6,7,8-tetrahydro-8aH-cyclopenta[4,5]furo[3,2-c]pyridine-8,8a-diol